N-(3-(5-(3,4-dimethoxyphenyl)-1H-pyrazolo[3,4-b]pyridin-3-yl)phenyl)acetamide COC=1C=C(C=CC1OC)C=1C=C2C(=NC1)NN=C2C=2C=C(C=CC2)NC(C)=O